FC=1C(=NC=C(C1[C@H]1N([C@@H](CC2=C1NC1=CC=CC=C21)C)CC(CO)(F)F)F)OCCNCCCF 3-((1R,3R)-1-(3,5-difluoro-2-(2-((3-fluoropropyl)amino)ethoxy)pyridin-4-yl)-3-methyl-1,3,4,9-tetrahydro-2H-pyrido[3,4-b]indol-2-yl)-2,2-difluoropropan-1-ol